C1(CC1)C1=C(C(=NO1)C1=C(C=CC=C1Cl)Cl)C1=CCC12CCC(CC2)=O (5-cyclopropyl-3-(2,6-dichlorophenyl)isoxazol-4-yl)spiro[3.5]non-1-en-7-one